3-Cyclopropyl-5-[(2-fluoro-4-iodophenyl)amino]-6,8-dimethyl-2,4,7-trioxo-3,4,6,7-tetrahydropyrido[4,3-d]pyrimidin C1(CC1)N1C(NC=2C(C1=O)=C(N(C(C2C)=O)C)NC2=C(C=C(C=C2)I)F)=O